COC([C@H](CC(C)C)NC(=O)OC1CCN(C2=CC=CC=C12)C(=O)OC(C)(C)C)=O Tert-butyl 4-((((S)-1-methoxy-4-methyl-1-oxopentan-2-yl) carbamoyl) oxy)-3,4-dihydroquinoline-1(2H)-carboxylate